CC1=C(C=NN1C1COCCCC1)[N+](=O)[O-] 5-methyl-4-nitro-1-(oxepan-3-yl)-1H-pyrazol